(1R,3S)-3-(3-{[(2-methyl-1,3-oxazol-5-yl)acetyl]-amino}-1H-pyrazol-5-yl)cyclopentylpropyl-carbamate CC=1OC(=CN1)CC(=O)NC1=NNC(=C1)[C@@H]1C[C@H](CC1)CCCNC([O-])=O